1-[(5-bromo-1-ethyl-1H-pyrazol-4-yl)methyl]-5-iodo-1H-1,2,3-triazole BrC1=C(C=NN1CC)CN1N=NC=C1I